ClC=1N=C(C2=C(N1)C(=C(N=C2)Cl)F)N2CCS(CC2)(=N)=O 4-(2,7-dichloro-8-fluoropyrido[4,3-d]pyrimidin-4-yl)-1-imino-1λ6-thiomorpholine 1-oxide